4-chloro-6-fluoroquinazoline ClC1=NC=NC2=CC=C(C=C12)F